((S)-2-amino-3-fluoropropyl)-2-(1-(cyclopropylmethyl)-7-((2,2-dimethyl-5-oxopyrrolidin-3-yl)methoxy)-1H-indol-2-yl)-3-methyl-3,5,6,7-tetrahydro-8H-imidazo[4,5-b][1,6]naphthyridin-8-one N[C@@H](CC1CNC(C=2C=C3C(=NC12)N(C(=N3)C=3N(C1=C(C=CC=C1C3)OCC3C(NC(C3)=O)(C)C)CC3CC3)C)=O)CF